CC(C(C)(C)C)O[SiH](C=C)C=C tetramethyl-divinyl-ethoxysilane